FC(C(=O)O)(F)F.C[C@@H]1CN(C[C@@H](N1)C)C1=C2C(=NC=C1)N(CC2)C(=O)NC2=CC=1N(C=C2OC)N=C(C1)C 4-((3R,5S)-3,5-dimethylpiperazin-1-yl)-N-(6-methoxy-2-methylpyrazolo[1,5-a]pyridin-5-yl)-2,3-dihydro-1H-pyrrolo[2,3-b]pyridine-1-carboxamide 2,2,2-trifluoroacetate